2-(4-(4-Nitrophenoxy)phenyl)-2-oxoacetic acid [N+](=O)([O-])C1=CC=C(OC2=CC=C(C=C2)C(C(=O)O)=O)C=C1